5-(2,6-Dimethoxy-phenyl)-1-{4-[(3-dimethylamino-propyl)-methyl-carbamoyl]-2-isopropyl-phenyl}-1H-pyrazole-3-carboxylic acid COC1=C(C(=CC=C1)OC)C1=CC(=NN1C1=C(C=C(C=C1)C(N(C)CCCN(C)C)=O)C(C)C)C(=O)O